(7R,8aS)-7-(2,3-dichloro-6-hydroxyphenyl)-2-[(3S)-pyrrolidin-3-yl]-hexahydropyrrolo[1,2-a]pyrazin-4-one ClC1=C(C(=CC=C1Cl)O)[C@H]1C[C@@H]2N(C(CN(C2)[C@@H]2CNCC2)=O)C1